FC1=CC=C(C=C1)C=1NC2=C(C=CC=C2C1CCC(=O)N[C@@H]1C(NC[C@H]1O)=O)C(F)(F)F 3-[2-(4-Fluorophenyl)-7-(trifluoromethyl)-1H-indol-3-yl]-N-[(3S,4R)-4-hydroxy-2-oxo-pyrrolidin-3-yl]propionamide